O=C1NC(CCC1N1C(C2=CC=CC(=C2C1=O)SCCN1CCN(CC1)C1CCN(CC1)C1=NC=C(C(=O)N2CCC(CC2)CCCCNC(\C=C\C=2C=NC=CC2)=O)C=C1)=O)=O (E)-N-(4-(1-(6-(4-(4-(2-((2-(2,6-dioxopiperidin-3-yl)-1,3-dioxoisoindolin-4-yl)thio)ethyl)piperazin-1-yl)piperidin-1-yl)nicotinoyl)piperidin-4-yl)butyl)-3-(pyridin-3-yl)acrylamide